C(CCCCCCCCCCCCCCCCCCCCC)(=O)OCCO Ethyleneglycol monobehenate